CC1=C(OC=2C=C(C=C(C2)C)C=2C3=C(C(N(C2)C)=O)NC(=C3)C(=O)NCC)C(=CC(=C1)NC(CCCC(C)C)=O)C 4-(3-(2,6-dimethyl-4-(5-methylhexamido)phenoxy)-5-methylphenyl)-N-ethyl-6-methyl-7-oxo-6,7-dihydro-1H-pyrrolo[2,3-c]pyridine-2-carboxamide